(R)-3-((3-(4-Amino-8-phenylpyrido[3,2-d]pyrimidin-6-yl)phenyl)ethynyl)-3-hydroxy-1-methylpyrrolidin-2-one NC=1C2=C(N=CN1)C(=CC(=N2)C=2C=C(C=CC2)C#C[C@]2(C(N(CC2)C)=O)O)C2=CC=CC=C2